tert-butyl 4-methoxy-4-[[(Z,1R)-1-methyl-3-methylsulfonyl-allyl]carbamoyl]piperidine-1-carboxylate COC1(CCN(CC1)C(=O)OC(C)(C)C)C(N[C@@H](\C=C/S(=O)(=O)C)C)=O